NC1=NC=2C=CC(=CC2C2=C1[C@@H](OC2)C)C(=O)N(CC2=NC=C(C=C2)C(F)(F)F)[C@@H](C)C2CCOCC2 (3S)-4-amino-3-methyl-N-((1S)-1-(tetrahydro-2H-pyran-4-yl)ethyl)-N-((5-(trifluoromethyl)-2-pyridinyl)methyl)-1,3-dihydrofuro[3,4-c]quinoline-8-carboxamide